(5-methyl-2-(methylsulfanyl)-8-oxo-7,8-dihydropyrido[3,4-d]pyrimidin-4-yl)-3,8-diazabicyclo[3.2.1]octane-8-carboxylic acid tert-butyl ester C(C)(C)(C)OC(=O)N1C2(CNCC1CC2)C=2C1=C(N=C(N2)SC)C(NC=C1C)=O